(3S,4R)-3-[[(4R,10bS)-2-(4-cyano-1,3-benzothiazol-7-yl)-4-methyl-3,4,6,10b-tetrahydro-1H-pyrazino[2,1-a]isoindol-8-yl]-amino]-4-fluoro-pyrrolidine-1-carboxylic acid tert-butyl ester C(C)(C)(C)OC(=O)N1C[C@@H]([C@@H](C1)F)NC=1C=C2CN3[C@@H](C2=CC1)CN(C[C@H]3C)C3=CC=C(C=1N=CSC13)C#N